bis(1,2,2,6,6-pentamethyl-4-piperidyl) [[3,5-bis(1,1-dimethyl ethyl)-4-hydroxyphenyl]methyl]butylmalonate CC(C)(C)C=1C=C(C=C(C1O)C(C)(C)C)CC(C(=O)OC1CC(N(C(C1)(C)C)C)(C)C)(C(=O)OC1CC(N(C(C1)(C)C)C)(C)C)CCCC